(R)-9-{2-[(hexadecyldithiopropyl)phosphomethoxy]propyl}adenine C(CCCCCCCCCCCCCCC)SSCCCOP(=O)(O)CO[C@@H](CN1C2=NC=NC(=C2N=C1)N)C